1,2-di-undecoyl-glycero-3-phosphorylcholine C(CCCCCCCCCC)(=O)OCC(OC(CCCCCCCCCC)=O)COP(=O)(O)OCC[N+](C)(C)C